vanadium oxoacetate O=CC(=O)[O-].[V+5].O=CC(=O)[O-].O=CC(=O)[O-].O=CC(=O)[O-].O=CC(=O)[O-]